F[P-](F)(F)(F)(F)F.N1(N=NC2=C1C=CC=C2)O[P+](N2CCCC2)(N2CCCC2)N2CCCC2 benzotriazol-1-yloxy-tris(tetrahydropyrrolyl)phosphonium Hexafluorophosphate